pyrrolidine-3-d N1CC(CC1)[2H]